5-(4-((ethylamino)methyl)-3-fluorophenyl)-1,8-naphthyridin-2(1H)-one hydrochloride Cl.C(C)NCC1=C(C=C(C=C1)C1=C2C=CC(NC2=NC=C1)=O)F